OC(=O)C(F)(F)F.NCC(=O)N(C1=CC=CC=C1)C 2-amino-N-methyl-N-phenylacetamide TFA Salt